ClC1=CC=C(C=C1)[C@@]1(N(C(C2=CC(=CC(=C12)F)C(CC)(C=1C=NN(C1)C)O)=O)CC1=CC=C(C=N1)C#N)O[C@@H]1C[C@@H](C1)O 6-{[(1R)-1-(4-Chlorophenyl)-7-fluoro-5-[1-hydroxy-1-(1-methyl-1H-pyrazol-4-yl)propyl]-3-oxo-1-[cis-3-hydroxycyclobutoxy]-2,3-dihydro-1H-isoindol-2-yl]methyl}pyridin-3-carbonitril